(+/-)-2-((8-amino-7-fluoro-6-(4-hydroxy-5-methyl-3,4-dihydro-2H-pyrano[2,3-b]pyridin-6-yl)isoquinolin-3-yl)amino)-6-methyl-5,6-dihydro-4H-pyrazolo[1,5-d][1,4]diazepin-7(8H)-one NC=1C(=C(C=C2C=C(N=CC12)NC1=NN2CC(N(CCC2=C1)C)=O)C=1C(=C2C(=NC1)OCC[C@H]2O)C)F |r|